methyl 6-(((tert-butoxycarbonyl) amino) methyl)-5-vinylpyridinecarboxylate C(C)(C)(C)OC(=O)NCC1=C(C=CC(=N1)C(=O)OC)C=C